(3S,5S,8R,9S,10S,13R,14S,15R,17R)-3-ethyl-10,13,15-trimethyl-17-((2R,5S)-6,6,6-trifluoro-5-hydroxy-5-methylhexan-2-yl)hexadecahydro-1H-cyclopenta[a]phenanthren-3-ol C(C)[C@@]1(CC[C@@]2([C@H]3CC[C@@]4([C@H](C[C@H]([C@H]4[C@@H]3CC[C@H]2C1)C)[C@H](C)CC[C@](C(F)(F)F)(C)O)C)C)O